tert-butyl (2R,5S)-4-(2-(chloromethyl)-3,4-dimethyl-5-oxo-4,5-dihydro-3H-imidazo[4,5-b]pyridin-7-yl)-2,5-dimethylpiperazine-1-carboxylate ClCC1=NC2=C(N(C(C=C2N2C[C@H](N(C[C@@H]2C)C(=O)OC(C)(C)C)C)=O)C)N1C